(-)-1-(3-(aminomethyl)phenyl)-N-(5-(3-cyclopropyl-1-hydroxy-1-(pyridin-2-yl)propyl)-2-fluorophenyl)-3-(trifluoromethyl)-1H-pyrazole-5-carboxamide NCC=1C=C(C=CC1)N1N=C(C=C1C(=O)NC1=C(C=CC(=C1)C(CCC1CC1)(C1=NC=CC=C1)O)F)C(F)(F)F